C(C)(=O)OC(C(CC)C)=O 2-methylbutanoyl acetate